FC(C(C(OC)(F)F)C(F)(F)F)(F)F 1,1,1,3,3-pentafluoro-3-methoxy-2-(trifluoromethyl)-propane